6-[2-(azetidin-3-yl)ethynyl]-5-(4-chloro-3-methoxyphenyl)-7-methyl-7H-pyrrolo[2,3-d]pyrimidin-4-amine N1CC(C1)C#CC1=C(C2=C(N=CN=C2N)N1C)C1=CC(=C(C=C1)Cl)OC